C(C)(C)(C)OC(=O)N1CC2=C(CC1)NN=C2C(=O)O 5-(tert-butyloxycarbonyl)-4,5,6,7-tetrahydro-1H-pyrazolo[4,3-c]Pyridine-3-carboxylic acid